[N+](=O)([O-])C1=CC(=CC2=C(C=C(C=C12)C(=O)O)[N+](=O)[O-])C(=O)O 4,8-dinitro-2,6-naphthalenedicarboxylic acid